4-[1-(2-cyanopropan-2-yl) piperidin-4-yl]Benzyl benzoate C(C1=CC=CC=C1)(=O)OCC1=CC=C(C=C1)C1CCN(CC1)C(C)(C)C#N